tert-Butyl ((3-fluoro-2-methoxy-4-methylphenyl)sulfonyl)-L-prolinate FC=1C(=C(C=CC1C)S(=O)(=O)N1[C@@H](CCC1)C(=O)OC(C)(C)C)OC